CC1(O[C@@H]2C=CC(=O)[C@@H]2O1)C (-)-(3AR,6AR)-3A,6A-dihydro-2,2-dimethyl-4H-cyclopenta-1,3-dioxol-4-one